(3S)-1-(2,2-dimethyl-1,3-dioxane-5-yl)-1,2,3,4-tetrahydro-β-carboline CC1(OCC(CO1)C1NCCC=2C3=CC=CC=C3NC12)C